N-((5-(5-(difluoromethyl)-1,3,4-oxadiazol-2-yl)pyridin-2-yl)methyl)-N-(3,4-difluorophenyl)thiomorpholine-4-carboxamide FC(C1=NN=C(O1)C=1C=CC(=NC1)CN(C(=O)N1CCSCC1)C1=CC(=C(C=C1)F)F)F